COC=1C=C(C=CC1[N+](=O)[O-])S(=O)(=O)N 3-methoxy-4-nitrobenzenesulfonamide